COC1=CC=C(C=C1)C(CN1C(=CC2=CC=C(C=C12)NC1=CC=C(C=C1)OC)C(=O)N1CCN(CC1)C)=O 1-(4-methoxyphenyl)-2-(6-((4-methoxyphenyl)amino)-2-(4-methylpiperazine-1-carbonyl)-1H-indol-1-yl)ethane-1-one